NC=1N(C2=CC(=CC=C2C1SC=1C=C(C(=O)O)C=CC1)Cl)C=1C=NN(C1)CCC 3-((2-amino-6-chloro-1-(1-propyl-1H-pyrazol-4-yl)-1H-indol-3-yl)thio)benzoic acid